4-ethynyl-2,6-difluoropyridine C(#C)C1=CC(=NC(=C1)F)F